2-(2-chloro-3-fluorophenyl)-N-[6-(4-fluorophenylamino)pyridazin-4-yl]acetamide ClC1=C(C=CC=C1F)CC(=O)NC1=CN=NC(=C1)NC1=CC=C(C=C1)F